6-ethoxy-7-methoxy-N-(1-methylpiperidin-4-yl)-1,2,3,4-tetrahydroacridin-9-amine C(C)OC=1C=C2N=C3CCCCC3=C(C2=CC1OC)NC1CCN(CC1)C